2-{2-[(2S,5S)-5-{[tert-butylbis(phenyl)siloxy]methyl}-2-isopropyl-9-methoxy-1-methyl-3-oxo-1,2,3,4,5,6-hexahydro-1,4-benzodiazocin-8-yloxy]ethyl}-1,3-isoindolinedione C(C)(C)(C)[Si](OC[C@H]1NC([C@@H](N(C2=C(C1)C=C(C(=C2)OC)OCCN2C(C1=CC=CC=C1C2=O)=O)C)C(C)C)=O)(C2=CC=CC=C2)C2=CC=CC=C2